9-undecylenic acid C=CCCCCCCCCC(=O)O